C(C)C1(C(C(C(N1)=O)(F)F)O)CC 5,5-diethyl-3,3-difluoro-4-hydroxypyrrolidin-2-one